S1C(=NC2=C1C=CC=C2)NC2=C(C(=C(C=N2)NC=2SC=C(N2)C(=O)OCC)CO)C ethyl 2-({6-[(1,3-benzothiazol-2-yl) amino]-4-(hydroxymethyl)-5-methylpyridin-3-yl} amino)-1,3-thiazole-4-carboxylate